C(C)NC(=O)C1=CC(=C(N1)C(=O)NC)O[C@H](CCOC)C1=CC=CC=C1 |r| Racemic-N5-ethyl-3-(3-methoxy-1-phenylpropoxy)-N2-methyl-1H-pyrrole-2,5-dicarboxamide